stearamidocholanic acid C(CCCCCCCCCCCCCCCCC)(=O)NC(C(=O)O)C[C@@H](C)[C@H]1CC[C@H]2[C@@H]3CCC4CCCC[C@]4(C)[C@H]3CC[C@]12C